(2S)-N-{(1S)-1-cyano-2-[(3S)-2-oxopiperidin-3-yl]ethyl}-4-methyl-2-(2-methyl-4-oxo-3,4-dihydro-5H-imidazo[4,5-c]pyridin-yl)pentanamide C(#N)[C@H](C[C@H]1C(NCCC1)=O)NC([C@H](CC(C)C)N1C(=NC2=C1C(NC=C2)=O)C)=O